FC(C1=CC=C(C=C1)N1N=C(C2=NC=CC=C21)CNC(C=C)=O)(F)F N-((1-(4-(trifluoromethyl)phenyl)-1H-pyrazolo[4,3-b]pyridin-3-yl)methyl)acrylamide